Silver copper zinc sulfur [S].[Zn].[Cu].[Ag]